NC1=C(C=CC=C1C(F)F)C(C)NC1=NC(=NC2=CC=C(C=C12)N(C=1C=CC(=C(C1)CC(=O)N(C)C)OC)C)C 2-(5-((4-((1-(2-amino-3-(difluoromethyl)phenyl)ethyl)amino)-2-methylquinazolin-6-yl)(methyl)amino)-2-methoxyphenyl)-N,N-Dimethylacetamide